7-allyl-2-amino-6-cyclopropyl-1-(5-methyl-1H-indazol-4-yl)pyrrolo[3,2-c]pyridine-3-carboxamide C(C=C)C=1C2=C(C=NC1C1CC1)C(=C(N2C2=C1C=NNC1=CC=C2C)N)C(=O)N